FC(CN1C(=NC=2C1=NC(=CC2)C=2C=CN1N=C(N=CC12)NCC(F)(F)F)C)F 5-(3-(2,2-difluoroethyl)-2-methyl-3H-imidazo[4,5-b]pyridin-5-yl)-N-(2,2,2-trifluoroethyl)pyrrolo[2,1-f][1,2,4]triazin-2-amine